neodymium (1-methylheptyl) (2-ethylhexyl)phosphonate C(C)C(CP(OC(CCCCCC)C)([O-])=O)CCCC.[Nd+3].CC(CCCCCC)OP([O-])(=O)CC(CCCC)CC.CC(CCCCCC)OP([O-])(=O)CC(CCCC)CC